C(C(=C)C)(=O)OC[SiH2]N[SiH2]N[SiH2]N[SiH3] methacryloyloxymethyl-tetrasilazane